2-(2-(cyclopropanesulfonylamino)-5-methylthiazol-4-yl)-2-methyl-N-(5-(6-(trifluoromethyl)pyrazin-2-yl)pyridin-2-yl)propionamide C1(CC1)S(=O)(=O)NC=1SC(=C(N1)C(C(=O)NC1=NC=C(C=C1)C1=NC(=CN=C1)C(F)(F)F)(C)C)C